[Si](C1=CC=CC=C1)(C1=CC=CC=C1)(C(C)(C)C)OCCO[C@@H]1C[C@@H](NC1)C(=O)OC methyl (2R,4R)-4-[2-[(tert-butyldiphenylsilyl)oxy]ethoxy]pyrrolidine-2-carboxylate